C(CCCCC)OC1=CC=C(C=C1)C1=CC=C(N(C2=CC=C(C=C2)C2=CC=C(C=C2)OCCCCCC)C2=CC=C(C=C2)C2=CC=C3C=4C=CC(=CC4C(C3=C2)(CCCCCCCC)CCCCCCCC)C=2OC3=C(C2)C=CC(=C3)C=O)C=C1 2-[7-[4-[4-(4-hexyloxyphenyl)-N-[4-(4-hexyloxyphenyl)phenyl]anilino]phenyl]-9,9-dioctyl-fluoren-2-yl]benzofuran-6-carbaldehyde